4-(4,7-difluoro-1-(pyridin-4-ylmethyl)-benzoimidazol-2-yl)-1,2,5-oxadiazol-3-amine FC1=CC=C(C=2N(C(=NC21)C=2C(=NON2)N)CC2=CC=NC=C2)F